CC1(CCCC=2C(=NNC12)C(=O)O)C 7,7-dimethyl-4,5,6,7-tetrahydro-1H-indazole-3-carboxylic acid